tert-butyl 3-(acetylsulfanylmethyl)-azetidine-1-carboxylate C(C)(=O)SCC1CN(C1)C(=O)OC(C)(C)C